2-((1S,6R)-6-(difluoromethyl)-3-azabicyclo[4.1.0]heptan-3-yl)-N-(1-(4,4-difluoropiperidin-1-yl)-2-oxo-1,2-dihydropyridin-3-yl)-4-((2-hydroxyethyl)sulfonamido)benzamide FC([C@@]12CCN(C[C@H]2C1)C1=C(C(=O)NC=2C(N(C=CC2)N2CCC(CC2)(F)F)=O)C=CC(=C1)NS(=O)(=O)CCO)F